ClC=1C=CC(=C(C1)NC=1C=NC=CC1C=1N=NNC1C(F)(F)F)F N-(5-chloro-2-fluorophenyl)-4-[5-(trifluoromethyl)-1H-1,2,3-triazol-4-yl]-pyridin-3-amine